C(C)(C)(C)OC(=O)N1[C@H]2[C@H](NC[C@@H]1CC2)[C@H](C)O.C(C)(C)(C)OOC2=CC(=C(C=C2C(C)C)C(C)C)OOC(C)(C)C 1,3-bis(tert-butylperoxy)diisopropylbenzene tert-Butyl-(1R,2S,5S)-2-((S)-1-hydroxyethyl)-3,8-diazabicyclo[3.2.1]octane-8-carboxylate